Sodium acetate (rac)-Methyl-3-((3-fluorophenyl)ethynyl)-6,7,8,9-tetrahydro-5H-5,8-epiminocyclohepta[b]pyridine-10-carboxylate COC(=O)N1C2CCC1CC1=NC=C(C=C12)C#CC1=CC(=CC=C1)F.C(C)(=O)[O-].[Na+]